N-(2-iodophenyl)-N-methylbenzamide IC1=C(C=CC=C1)N(C(C1=CC=CC=C1)=O)C